BrC1=CC(=C(C=C1)NC(CC1CCC(CC1)C(F)(F)F)=O)I N-(4-bromo-2-iodophenyl)-2-(4-(trifluoromethyl)cyclohexyl)acetamide